BrCC1=NC=CC(=C1F)CC=1C(OC2=CC(=CC=C2C1C)OC1=NC=CC=C1F)=O 3-[[2-(bromomethyl)-3-fluoro-4-pyridyl]methyl]-7-[(3-fluoro-2-pyridyl)oxy]-4-methyl-chromen-2-one